tert-butyl (E)-(2-((6-amino-5-((2-hydroxyphenyl)diazenyl) pyridin-2-yl)amino)-2-oxoethyl)carbamate NC1=C(C=CC(=N1)NC(CNC(OC(C)(C)C)=O)=O)\N=N\C1=C(C=CC=C1)O